NC1=C(N=C2N1C=CC=C2C2=C(C=CC=C2OC)F)C(=O)NCCC(F)(F)F 3-Amino-8-(2-fluoro-6-methoxyphenyl)-N-(3,3,3-trifluoropropyl)imidazo[1,2-a]pyridine-2-carboxamide